4-(6,7-dichloro-3-((2-hydroxypyridin-4-yl)methyl)-2,2-dioxido-1,3,4,9-tetrahydro-[1,2,6]thiadiazino[4,3-g]indol-8-yl)butanamide ClC=1C=2C(=C(NC2C2=C(C1)CN(S(N2)(=O)=O)CC2=CC(=NC=C2)O)CCCC(=O)N)Cl